C(CCS(=O)(=O)[O-])S(=O)(=O)[O-].[Na+].[Na+] sodium 1,3-propylenedisulfonate